2-[4-(difluoromethoxy)phenyl]-4-[3-(2,2,2-trifluoroethoxy)pyridin-4-yl]-2,3-dihydro-1H-pyrrolo[3,4-c]pyridin-1-one FC(OC1=CC=C(C=C1)N1CC=2C(=NC=CC2C1=O)C1=C(C=NC=C1)OCC(F)(F)F)F